[5-(2,4-difluorophenyl)-1,3,4-thiadiazol-2-yl]-[7-(1,5-dimethylpyrazol-4-yl)-6,7-dihydro-4H-thieno[3,2-c]pyridin-5-yl]methanone FC1=C(C=CC(=C1)F)C1=NN=C(S1)C(=O)N1CC2=C(C(C1)C=1C=NN(C1C)C)SC=C2